N-(2,3-dihydroxypropyl)octylamine OC(CNCCCCCCCC)CO